(S)-N-(1-(5-(4-fluorobenzoyl)-2-((4-(4-methylpiperazin-1-yl)phenyl)amino)-7H-pyrrolo[2,3-d]pyrimidin-4-yl)piperidin-3-yl)cyclopropanesulfonamide FC1=CC=C(C(=O)C2=CNC=3N=C(N=C(C32)N3C[C@H](CCC3)NS(=O)(=O)C3CC3)NC3=CC=C(C=C3)N3CCN(CC3)C)C=C1